2,5-diazabicyclo[4.2.0]octan C12NCCNC2CC1